O=C1NC(CCC1NC1=CC(=C(C=C1)N1CCN(CC1)CCCCCC(SCCCCCCCC)=O)F)=O S-octyl 6-(4-(4-((2,6-dioxopiperidin-3-yl)amino)-2-fluorophenyl)piperazin-1-yl)hexanethioate